CC1(NC(CC(C1)NCCCCCCN)(C)C)C N,N'-(2,2,6,6-Tetramethyl-4-piperidyl)-hexamethylendiamin